methylthionoate CS(=O)[O-]